C1(CCCC1)N(C)CC=1C=C(C=CC1OC)B(O)O (3-([CYCLOPENTYL(METHYL)AMINO]METHYL)-4-METHOXYPHENYL)BORANEDIOL